BrC1=NC(=CC(=C1)C(F)(F)F)C 2-bromo-6-methyl-4-(trifluoromethyl)-pyridine